1'-chloro-2,4'-biphenyl ClC1=CC=C(C=C1)C1=CC=CC=C1